C(#N)[C@H]([C@@H]1CC2(CC2)CCC1)NC(OC(C)(C)C)=O tert-butyl ((S)-cyano((S)-spiro[2.5]octan-5-yl)methyl)carbamate